(R)-N-(3-cyclopropyl-2H-pyrazol-5-yl)-1-(4-fluoro-3-methylphenyl)-5-oxopyrrolidine-3-carboxamide C1(CC1)C=1NN=C(C1)NC(=O)[C@H]1CN(C(C1)=O)C1=CC(=C(C=C1)F)C